Butyl (R)-5-methoxy-4-((2-(4-(methoxycarbonyl)phenyl)-4-(pyrimidin-2-yl)piperazin-1-yl)methyl)-7-methyl-1H-indole-1-carboxylate COC=1C(=C2C=CN(C2=C(C1)C)C(=O)OCCCC)CN1[C@@H](CN(CC1)C1=NC=CC=N1)C1=CC=C(C=C1)C(=O)OC